C(C=CC=CC=CC=CC=CC=CCCCCCCCCCCC)(=O)N[C@@H](C(C)C)C(=O)O N-tetracosahexaenoyl-L-valine